N-(1-(1-(4-((4-acetamidobenzyl)oxy)phenyl)ethyl)azetidin-3-yl)-1-cyclopropyl-1H-1,2,3-triazole-4-carboxamide C(C)(=O)NC1=CC=C(COC2=CC=C(C=C2)C(C)N2CC(C2)NC(=O)C=2N=NN(C2)C2CC2)C=C1